5-amino-6-(1H-imidazol-1-yl)-N-((1r,4r)-4-methoxycyclohexyl)picolinamide NC=1C=CC(=NC1N1C=NC=C1)C(=O)NC1CCC(CC1)OC